ethyl 4-(3-fluoro-5-((1,1,1-trifluoro-2-methylpropan-2-yl) oxy) phenyl)-2,4-dioxobutyrate FC=1C=C(C=C(C1)OC(C(F)(F)F)(C)C)C(CC(C(=O)OCC)=O)=O